tert-butyl 4-(1-(6-cyano-2H-indazol-2-yl)pent-4-en-1-yl)-5-methoxy-7-methyl-1H-indole-1-carboxylate C(#N)C=1C=CC2=CN(N=C2C1)C(CCC=C)C1=C2C=CN(C2=C(C=C1OC)C)C(=O)OC(C)(C)C